methyl-17α-hydroxy-pregna-1,4-diene-3,20-dione CCC([C@]1(CC[C@H]2[C@@H]3CCC4=CC(C=C[C@]4(C)[C@H]3CC[C@]12C)=O)O)=O